rel-2-Amino-4-(3-((3R,4R)-3-(dimethylamino)-4-hydroxypyrrolidin-1-yl)-5-fluoro-7,9-dihydrofuro[3,4-f]quinazolin-6-yl)-5-fluorobenzo[b]thiophene-3-carbonitrile NC1=C(C2=C(S1)C=CC(=C2C=2C1=C(C=3C=NC(=NC3C2F)N2C[C@H]([C@@H](C2)O)N(C)C)COC1)F)C#N |o1:23,24|